methyl 2-(3-(1-((4'-isopropyl-[1,1'-biphenyl]-3-yl) sulfonyl) piperidin-3-yl) phenoxy)-2-methylpropionate C(C)(C)C1=CC=C(C=C1)C1=CC(=CC=C1)S(=O)(=O)N1CC(CCC1)C=1C=C(OC(C(=O)OC)(C)C)C=CC1